6-((tert-butoxycarbonyl)amino)-5-methoxypyrazine-2-carboxylic acid C(C)(C)(C)OC(=O)NC1=C(N=CC(=N1)C(=O)O)OC